4-{6-[2-methoxy-4-(trifluoromethyl)phenyl]-1H-benzimidazol-1-yl}-2-methylbutan-2-ol COC1=C(C=CC(=C1)C(F)(F)F)C=1C=CC2=C(N(C=N2)CCC(C)(O)C)C1